O=C1NC(CCC1N1C(C2=CC=CC(=C2C1)N(C1CCC(CC1)C(=O)NC)CCCCC)=O)=O (1S,4S)-4-((2-(2,6-dioxopiperidin-3-yl)-1-oxoisoindolin-4-yl)(pentyl)amino)-N-methylcyclohexane-1-carboxamide